2-chloro-N-[[4-(3-fluorophenyl)-1,2,4-triazol-3-yl]methyl]-N-methyl-5H,6H,7H-cyclopenta[d]pyrimidin-4-amine ClC=1N=C(C2=C(N1)CCC2)N(C)CC2=NN=CN2C2=CC(=CC=C2)F